(E)-3-fluoro-N-(2-(2-((6-morpholinylpyridin-3-yl)amino)pyrido[3,4-d]pyrimidin-8-yl)pyridin-4-yl)but-2-enamide F/C(=C/C(=O)NC1=CC(=NC=C1)C1=NC=CC2=C1N=C(N=C2)NC=2C=NC(=CC2)N2CCOCC2)/C